6-chloro-3-(2,4,6-trifluoro-3-methoxyphenyl)-1-benzothiophene-2-carboxylic acid ClC1=CC2=C(C(=C(S2)C(=O)O)C2=C(C(=C(C=C2F)F)OC)F)C=C1